5-((R)-1-(3,5-dichloropyridin-4-yl)ethoxy)-1-(tetrahydro-2H-pyran-2-yl)-1H-indazol ClC=1C=NC=C(C1[C@@H](C)OC=1C=C2C=NN(C2=CC1)C1OCCCC1)Cl